5-(4-(6-(((tert-butyldimethylsilyl)oxy)methyl)pyridin-3-yl)piperazin-1-yl)pyridin-2-amine [Si](C)(C)(C(C)(C)C)OCC1=CC=C(C=N1)N1CCN(CC1)C=1C=CC(=NC1)N